ClCC(=O)N 2-Chloroacetamide